4',5',6'-triphenyl[1,1':2',1'':3'',1''':3''',1''''-quinquephenyl] C1(=CC=CC=C1)C=1C=C(C(=C(C1C1=CC=CC=C1)C1=CC=CC=C1)C1=CC=CC=C1)C1=CC(=CC=C1)C1=CC(=CC=C1)C1=CC=CC=C1